O-[2-(4-chloro-phenoxy)-propyl]-hydroxylamine ClC1=CC=C(OC(CON)C)C=C1